N-[6-(2-cyanopropan-2-yl)pyridin-3-yl]-1-[4-fluoro-2-(2,2,2-trifluoroethoxy)phenyl]-2-oxo-1,2-dihydropyridine-3-carboxamide C(#N)C(C)(C)C1=CC=C(C=N1)NC(=O)C=1C(N(C=CC1)C1=C(C=C(C=C1)F)OCC(F)(F)F)=O